1-taurinomethyl-4-thio-pseudouridine C(NCCS(=O)(=O)O)N1C=C([C@H]2[C@H](O)[C@H](O)[C@@H](CO)O2)C(NC1=O)=S